2-(4-cyano-3-methoxyphenyl)-5,6-dihydroimidazo[1,2-a]pyrazine-7(8H)-carboxylate C(#N)C1=C(C=C(C=C1)C=1N=C2N(CCN(C2)C(=O)[O-])C1)OC